N-t-Butoxycarbonyl-valinamide C(C)(C)(C)OC(=O)NC([C@@H](N)C(C)C)=O